CC=1C=C(C#N)C=CC1C(C1=CC=NC=C1)OC1=CC=C2C(CCOC2=C1)=O 3-methyl-4-(((4-oxochroman-7-yl)oxy)(pyridin-4-yl)methyl)benzonitrile